N1(N=NC=C1)C1=NC=C(C2=CC=CC=C12)C(C)=O 1-[1-(1,2,3-Triazol-1-yl)-4-isoquinolinyl]ethan-1-one